FC(COC[C@H]1CC=2C(C=3N(C1)N=C1C3CN(CC1)C(=O)OC(C)(C)C)=NOC2)F |o1:5| (5S*)-tert-Butyl 5-((2,2-difluoroethoxy)methyl)-5,6,9,10-tetrahydro-4H-isoxazolo-[3,4-c]pyrido[4',3':3,4]pyrazolo[1,5-a]azepine-11(12H)-carboxylate